Cl.NC=1N=CC(=NC1OC(C)C1=C(C=CC=C1Cl)Cl)C=1C=C(C=CC1)C(=O)N1C[C@@H](CC1)N (3-{5-amino-6-[1-(2,6-dichloro-phenyl)-ethoxy]-pyrazin-2-yl}-phenyl)-((R)-3-amino-pyrrolidin-1-yl)-methanone hydrochloride